4-(3-(4-(cyclopropanecarbonyl)piperazine-1-carbonyl)-4-fluorobenzyl)phthalazin-1(2H)-one C1(CC1)C(=O)N1CCN(CC1)C(=O)C=1C=C(CC2=NNC(C3=CC=CC=C23)=O)C=CC1F